C1(CCCCC1)C[C@H](C(=O)N1CC(C(CC1)(O)CN1C=NC(=CC1=O)C1=CC=NN1)(C)C)C 3-((1-((R)-3-cyclohexyl-2-methylpropionyl)-4-hydroxy-3,3-dimethylpiperidine-4-Yl)methyl)-6-(1H-pyrazol-5-yl)pyrimidin-4(3H)-one